C(CCCCCCCCCCCCCCC)(=O)O.CCCCCCCCCCCCCCCCCCCCCCCCCCC heptacosane palmitate